1-(3-((3-((4'-fluoro-[1,1'-biphenyl]-4-yl)methyl)-4-methyl-2-oxo-2H-chromen-7-yl)oxy)-2-hydroxypropyl)piperidine-4-carboxamide FC1=CC=C(C=C1)C1=CC=C(C=C1)CC=1C(OC2=CC(=CC=C2C1C)OCC(CN1CCC(CC1)C(=O)N)O)=O